Ethyl (S)-3-((S)-2-(5-bromo-2-oxo-4-(trifluoromethyl)pyridin-1(2H)-yl)pent-4-enamido)-3-(2',4,4'-trifluoro-6'-(hex-5-en-1-yl)-5-(trifluoromethyl)-[1,1'-biphenyl]-3-yl)propanoate BrC=1C(=CC(N(C1)[C@H](C(=O)N[C@@H](CC(=O)OCC)C=1C=C(C=C(C1F)C(F)(F)F)C1=C(C=C(C=C1CCCCC=C)F)F)CC=C)=O)C(F)(F)F